4-chloro-7-(piperidin-4-yl)-9H-pyrido[2',3':4,5]pyrrolo[2,3-d]pyrimidine ClC=1C2=C(N=CN1)NC1=C2N=CC(=C1)C1CCNCC1